4-bromo-5-methoxybenzo[b]thiophene BrC1=C(C=CC=2SC=CC21)OC